FC(F)(F)OC=O formic acid trifluoromethyl ester